glycolic acid (Glycolate) C(CO)(=O)O.C(CO)(=O)O